C(C)(C)(C)P(=O)(C(C)(C)C)Br di-tert-butyl-phosphoryl bromide